COC=1C=C(OC2CCN(CC2)C(=O)C2=CN(C3=C2C(N(C=C3C)C)=O)C)C=CC1 3-((4-(3-methoxyphenoxy)piperidin-1-yl)carbonyl)-1,5,7-trimethyl-1,5-dihydro-4H-pyrrolo[3,2-c]pyridin-4-one